6-(3-cyclobutyl-2-oxo-imidazolidin-1-yl)-4-[2-methoxy-3-(1-methyl-1,2,4-triazol-3-yl)anilino]-N-(trideuteriomethyl)pyridazine-3-carboxamide C1(CCC1)N1C(N(CC1)C1=CC(=C(N=N1)C(=O)NC([2H])([2H])[2H])NC1=C(C(=CC=C1)C1=NN(C=N1)C)OC)=O